[C@H]12CN(C[C@H](CC1)N2)C2=NC(=NC1=C(C(=C(C=C21)F)C2=CNC1=C(C=CC=C21)Cl)F)OC[C@H]2N(CCC2)C 4-((1R,5S)-3,8-diazabicyclo[3.2.1]octan-3-yl)-7-(7-chloro-1H-indol-3-yl)-6,8-difluoro-2-(((S)-1-methylpyrrolidin-2-yl)methoxy)quinazoline